1-cyclopropyl-N-[2-[(3-fluoro-4-methylbenzoyl)amino]ethyl]-1,2,3,4-tetrahydro-2,4-dioxo-pyrido[2,3-d]pyrimidine-6-carboxamide C1(CC1)N1C(NC(C2=C1N=CC(=C2)C(=O)NCCNC(C2=CC(=C(C=C2)C)F)=O)=O)=O